COC1=CC=C(CN2C=NC(=C2)C2=C(C=CC=C2)C2CCN(CC2)C)C=C1 4-(2-(1-(4-methoxybenzyl)-1H-imidazol-4-yl)phenyl)-1-methylpiperidine